2-methyl-7-nitro-4-[(1S)-1-phenylethyl]-2H-1,4-benzoxazin-3-one CC1OC2=C(N(C1=O)[C@@H](C)C1=CC=CC=C1)C=CC(=C2)[N+](=O)[O-]